N=1N(N=NC1)[C@H](C)C=1C(=C(C(=C2C=NNC12)C=1N=CC=2N(C1)C=C(N2)NC(=O)[C@H]2[C@H](C2)F)Cl)F (1S,2S)-N-(6-(7-((R)-1-(2H-tetrazol-2-yl)ethyl)-5-chloro-6-fluoro-1H-indazol-4-yl)imidazo[1,2-a]pyrazin-2-yl)-2-fluorocyclopropane-1-carboxamide